FC1=C(C(=O)C2=CC=3C(=CN=C(C3)NC3=C(C=CC=C3NC(C=C)=O)C)S2)C(=C(C=C1OC)OC)F N-(2-((2-(2,6-difluoro-3,5-dimethoxybenzoyl)thieno[2,3-c]pyridin-5-yl)amino)-3-tolyl)acrylamide